C(C)C1=C(C=2C(=NC=C(C2)C=2C(=NN(C2)C2CCN(CC2)CC)F)N1)C=1C=NC(=CC1)OC 2-ethyl-5-(1-(1-ethylpiperidin-4-yl)-3-fluoro-1H-pyrazol-4-yl)-3-(6-methoxypyridin-3-yl)-1H-pyrrolo[2,3-b]pyridine